[OH-].[Mg+2].[OH-] Magnesium Hydroxid